S(SC1=CC=C(C=C1)NC(C1=C(C(=C(C(=C1F)F)F)F)F)=O)C1=CC=C(C=C1)NC(C1=C(C(=C(C(=C1F)F)F)F)F)=O N,N'-(disulfanediylbis(4,1-phenylene))bis(2,3,4,5,6-pentafluorobenzamide)